ClC=1C=C(C=CC1)C=1C=NC=C(C1N1CC(C1)CN)C1=NC2=C(N1)C=C(C=C2F)F 1-{1-[3-(3-chlorophenyl)-5-(4,6-difluoro-1H-1,3-benzodiazol-2-yl)pyridin-4-yl]azetidin-3-yl}methanamine